6-cyano-5-(3,5-difluorophenyl)-N-(oxetan-3-yl)pyridine-3-carboxamide C(#N)C1=C(C=C(C=N1)C(=O)NC1COC1)C1=CC(=CC(=C1)F)F